FC=1C(=NC(=NC1)NC1=CC=C(C=N1)N1C(CNCCC1)=O)C1=CC=2N(C=C1)N=CC2C(C)C 1-[6-[[5-fluoro-4-(3-isopropylpyrazolo[1,5-a]pyridin-5-yl)pyrimidin-2-yl]amino]-3-pyridyl]-1,4-diazepan-2-one